O=C1CCC(CC1)(C(=O)OC(C)(C)C)C(F)(F)F tert-Butyl 4-oxo-1-(trifluoromethyl)cyclohexane-1-carboxylate